2-[4-[4-[(2,6-dioxo-3-piperidyl)amino]phenyl]phenyl]acetic acid O=C1NC(CCC1NC1=CC=C(C=C1)C1=CC=C(C=C1)CC(=O)O)=O